oxazolo[4,5-b]Pyridine-2-thiol O1C(=NC2=NC=CC=C21)S